5-{2-amino-[1,2,4]triazolo[1,5-a]pyridin-7-yl}-N-{[2-(cyclopentyloxy)-6-fluorophenyl]methyl}-2-methylpyridine-3-carboxamide NC1=NN2C(C=C(C=C2)C=2C=C(C(=NC2)C)C(=O)NCC2=C(C=CC=C2F)OC2CCCC2)=N1